CC1=CC=C(CNC2=C(CCC2)C#N)C=C1 2-((4-methylbenzyl)amino)cyclopent-1-ene-1-carbonitrile